ethyl (E)-3-(6-((4-(6-((4-chloro-2-fluorobenzyl)oxy)pyridin-2-yl)piperidin-1-yl)methyl)pyridin-3-yl)acrylate ClC1=CC(=C(COC2=CC=CC(=N2)C2CCN(CC2)CC2=CC=C(C=N2)/C=C/C(=O)OCC)C=C1)F